ClC=1C(=NC=CC1C1=NC(=C(C=C1)CNCC1NC(CC1)=O)OC)C=1C(=C(C=CC1)NC(=O)C=1NC=C(N1)CNCCO)C N-(3-(3'-chloro-6-methoxy-5-((((5-oxopyrrolidin-2-yl)methyl)amino)methyl)-[2,4'-bipyridin]-2'-yl)-2-methylphenyl)-4-(((2-hydroxyethyl)amino)methyl)-1H-imidazole-2-carboxamide